(S)-2-(4-(6-(Benzo[d]thiazol-2-ylmethoxy)pyridin-2-yl)-3-fluorobenzyl)-1-(oxetan-2-ylmethyl)-1H-benzo[d]imidazol S1C(=NC2=C1C=CC=C2)COC2=CC=CC(=N2)C2=C(C=C(CC1=NC3=C(N1C[C@H]1OCC1)C=CC=C3)C=C2)F